C[C@H]1C(C(=C[C@@]2([C@@H]1CCC=1C(=NC(=NC21)C2=CC=NC1=CC=CC=C21)C=2SC=CN2)C)C#N)=O (6aR,7R,10aS)-7,10a-dimethyl-8-oxo-2-(quinolin-4-yl)-4-(thiazol-2-yl)-5,6,6a,7,8,10a-hexahydrobenzo[h]quinazoline-9-carbonitrile